C(C)(C)(C)OC(=O)N(CC1CCC1)CC1=CC=2C=NC(=CC2N1)C(=O)OC methyl 2-[[tert-butoxycarbonyl(cyclobutylmethyl)amino]methyl]-1H-pyrrolo[3,2-c]pyridine-6-carboxylate